CC1=C(C(=CC(=C1)C)C)N=C=NC1=C(C=C(C=C1C)C)C N,N'-bis(2,4,6-trimethylphenyl)carbodiimide